(S)-1-propyl-N-(2,6-dimethylphenyl)piperidine-2-carboxamide C(CC)N1[C@@H](CCCC1)C(=O)NC1=C(C=CC=C1C)C